O[C@@H](CC\C(=C/CC=1C(=C2C(C(=C(OC2=CC1OCOC)C1=CC=C(C=C1)OCOC)OCOC)=O)O)\C)C(C)(C)O (S,Z)-6-(6,7-dihydroxy-3,7-dimethyloct-2-en-1-yl)-5-hydroxy-3,7-bis(methoxymethoxy)-2-(4-(methoxymethoxy)phenyl)-4H-chromen-4-one